1-(6-Amino-2,3-difluorophenyl)ethan-1-one NC1=CC=C(C(=C1C(C)=O)F)F